N-((1S,2R)-2-((4-bromo-2-(3-methylmorpholine-4-carbonyl)-6-nitrophenyl)amino)cyclohexyl)-2-oxo-1,2-dihydroquinoline-4-carboxamide BrC1=CC(=C(C(=C1)[N+](=O)[O-])N[C@H]1[C@H](CCCC1)NC(=O)C1=CC(NC2=CC=CC=C12)=O)C(=O)N1C(COCC1)C